FC1(C(C1)N(C(=O)N1C=NC=C1)C)F N-(2,2-difluorocyclopropyl)-N-methyl-1H-imidazole-1-carboxamide